(diphenylaminophenyl)-thiophen C1(=CC=CC=C1)N(C1=CC=CC=C1)C1=C(C=CC=C1)C=1SC=CC1